3-[4-(3H-imidazo[4,5-b]pyridin-7-yloxy)-3-methylphenyl]-1-[5-(trifluoromethyl)-3-pyridinyl]-2,4-imidazolidinedione N1=CNC2=NC=CC(=C21)OC2=C(C=C(C=C2)N2C(N(CC2=O)C=2C=NC=C(C2)C(F)(F)F)=O)C